N1=C(C=CC=C1)C1=CC(=NO1)CO (5-(pyridin-2-yl)isoxazol-3-yl)methanol